6-(5-Fluoropyridin-2-yl)-8-methoxy-N-((6-methylpyridin-3-yl)methyl)quinazolin-4-amine FC=1C=CC(=NC1)C=1C=C2C(=NC=NC2=C(C1)OC)NCC=1C=NC(=CC1)C